phospho-ethanolamine distearate C(CCCCCCCCCCCCCCCCC)(=O)O.C(CCCCCCCCCCCCCCCCC)(=O)O.P(=O)(O)(O)OCCN